O=C1NC(CCC1N1C(C2=CC=CC(=C2C1=O)NCCCCCCCO)=O)=O 2-(2,6-dioxo-3-piperidyl)-4-(7-hydroxyheptanylamino)isoindoline-1,3-dione